BrC1=CC=C(C=2C1=NSN2)C=2SC(=CC2)CC(CCCC)CC 4-bromo-7-[5-(2-ethylhexyl)thiophen-2-yl]benzo-1,2,5-thiadiazole